C[Si](N([Si](C)(C)C)CC[Si](OC)(OC)C)(C)C N,N-bis(trimethylsilyl)aminoethyl-methyl-dimethoxysilane